O1CCN(C2=C1C=CC=C2)NC(=O)C=2C=NC1=C(C(=CC=C1C2N(C)C2CC(C2)OC)F)C2=C(C(=CC(=C2)F)F)F N-(2,3-dihydro-1,4-benzoxazin-4-yl)-7-fluoro-4-[(3-methoxycyclobutyl)-methyl-amino]-8-(2,3,5-trifluorophenyl)quinoline-3-carboxamide